ClC1=CC=C(C=C1)C=1C=C(C(N(N1)C=1C=NN(C1)C)=O)C(=O)NC(CO)CO 6-(4-chlorophenyl)-N-(1,3-dihydroxypropan-2-yl)-2-(1-methyl-1H-pyrazol-4-yl)-3-oxo-2,3-dihydropyridazine-4-carboxamide